(2S,11aR)-7-Fluoro-2-hydroxy-8-methyl-6-pentyl-2,3,11,11a-tetrahydro-1H,5H-benzo[f]pyrrolo[2,1-c][1,4]oxazepin-5-one FC=1C(=CC2=C(C(N3[C@@H](CO2)C[C@@H](C3)O)=O)C1CCCCC)C